FC1=C(C=CC=C1)C1=CC=NC(=C1C(=O)NC=1C=NC(=CC1)C(C)C)C1CCOCC1 4-(2-fluorophenyl)-N-(6-isopropylpyridin-3-yl)-2-(tetrahydro-2H-pyran-4-yl)nicotinamide